[(3S)-3-[(3R)-3-[3-(1-methylsulfonylpyrazol-4-yl)-1-tetrahydropyran-2-yl-indazol-5-yl]oxy butoxy]butyl]methanesulfonate CS(=O)(=O)N1N=CC(=C1)C1=NN(C2=CC=C(C=C12)O[C@@H](CCO[C@H](CCCS(=O)(=O)[O-])C)C)C1OCCCC1